styrene ammonium acrylate C(C=C)(=O)[O-].[NH4+].C=CC1=CC=CC=C1